1-((5-bromothiophen-2-yl)sulfonyl)-1H-1,2,4-triazole BrC1=CC=C(S1)S(=O)(=O)N1N=CN=C1